3-(1-ethyl-1H-pyrazole-3-yl)-2-chloro-benzenethiol C(C)N1N=C(C=C1)C=1C(=C(C=CC1)S)Cl